3-bromo-4-iodothieno[2,3-c]pyridine-2-carboxylic acid BrC1=C(SC2=CN=CC(=C21)I)C(=O)O